2-phenyl-undecylimidazole C1(=CC=CC=C1)C(CC=1NC=CN1)CCCCCCCCC